2-(4-chloro-3-fluorophenoxy)-N-{3-[(1,3-dimethyl-1H-pyrazolo[4,3-d]pyrimidin-7-yl)amino]bicyclo[1.1.1]pent-1-yl}acetamide ClC1=C(C=C(OCC(=O)NC23CC(C2)(C3)NC=3C2=C(N=CN3)C(=NN2C)C)C=C1)F